C(C)(CC)N1NC(=C(C1(C)CC(C)C)O)C(C)CC 1,3-di-sec-butyl-5-isobutyl-4-hydroxy-5-methyl-pyrazole